2-{(S)-1-[4-(3,3-Difluoro-piperidin-1-ylmethyl)-phenyl]-ethylamino}-8-(2,2-dimethyl-propyl)-6-fluoro-8H-pyrido[2,3-d]pyrimidin-7-one FC1(CN(CCC1)CC1=CC=C(C=C1)[C@H](C)NC=1N=CC2=C(N1)N(C(C(=C2)F)=O)CC(C)(C)C)F